7-fluoro-1-methyl-1,2,3,4-tetrahydroquinoxaline-6-carbonitrile FC1=C(C=C2NCCN(C2=C1)C)C#N